O1CCC(CC1)C=1C=C(C=C(C1)C1=NNC=N1)NC1=CC2=C(C=N1)C=C(N2)C#N 6-(3-(tetrahydro-2H-pyran-4-yl)-5-(1H-1,2,4-triazol-3-yl)phenylamino)-1H-pyrrolo[3,2-c]pyridine-2-carbonitrile